n-decanamine C(CCCCCCCCC)N